C(C)CC(=O)O.C(C)CC(=O)O.ClC1=CC=C(C2=C1OCO2)CO (7-chlorobenzo[d][1,3]dioxol-4-yl)methanol (ethyl acetate) Ethyl-acetate